O=C1C=C(C1)[O-] 3-oxocyclobut-1-en-1-olate